4,4',4''-Ethylidyne-trisphenol C(C)(C1=CC=C(C=C1)O)(C1=CC=C(C=C1)O)C1=CC=C(C=C1)O